[I-].OCCN1C=[N+](C=C1)C=C 1-(2'-hydroxyethyl)-3-vinylimidazolium iodide